CN1N=NC(=C1C(=O)OC)C1=NC(=C(C=C1)NS(=O)(=O)C)C methyl 1-methyl-4-(6-methyl-5-(methylsulfonamido)pyridin-2-yl)-1H-1,2,3-triazole-5-carboxylate